5-[3-[(3R,9aS)-3-(3,4-dichlorophenyl)-3,4,6,7,9,9a-hexahydro-1H-pyrazino[2,1-c][1,4]oxazine-8-carbonyl]-2-chloro-phenyl]-3H-oxazol-2-one ClC=1C=C(C=CC1Cl)[C@@H]1CN2[C@H](CO1)CN(CC2)C(=O)C=2C(=C(C=CC2)C2=CNC(O2)=O)Cl